FC=1C=C(C(=O)NCC#C)C=CC1F 3,4-diFluoro-N-(prop-2-yn-1-yl)benzamide